OxOl O1C=CC=C1